(4-(4-amino-7-methyl-5-(4-((1-oxotetrahydro-1λ6-thiophen-1-ylidene)amino)phenyl)-7H-pyrrolo[2,3-d]pyrimidin-6-yl)-3-fluorophenyl)methacrylamide NC=1C2=C(N=CN1)N(C(=C2C2=CC=C(C=C2)N=S2(CCCC2)=O)C2=C(C=C(C=C2)C=C(C(=O)N)C)F)C